CN1N=CC(=C1)C(=O)NC1=CC2=C(C=N1)C=C(N2)C2=NC(=NC=C2)OCC(F)(F)F 1-methyl-N-(2-(2-(2,2,2-trifluoroethoxy)pyrimidin-4-yl)-1H-pyrrolo[3,2-c]pyridin-6-yl)-1H-pyrazole-4-carboxamide